(+)-N-((4-chloro-3-fluoropyridin-2-yl)methyl)-2-methylpropan-2-sulfinamide ClC1=C(C(=NC=C1)CNS(=O)C(C)(C)C)F